4-(6-isopropyl-5-(1-methyl-1H-pyrrolo[2,3-b]pyridin-3-yl)-4H-pyrrolo[3,2-d]thiazol-2-yl)-N-((3-methyloxetan-3-yl)methyl)cyclohexan-1-amine C(C)(C)C1=C(NC2=C1N=C(S2)C2CCC(CC2)NCC2(COC2)C)C2=CN(C1=NC=CC=C12)C